BrC1=C(C=C2C(=NC(=NC2=C1F)F)N1[C@H](C[C@@H](CC1)C#N)C)Cl 1-(7-bromo-6-chloro-2,8-difluoroquinazolin-4-yl)-trans-2-methylpiperidine-4-carbonitrile